FC1(CN(C1)C1=NC=CC(=C1C(=O)[O-])C)F 2-(3,3-Difluoroazetidin-1-yl)-4-methylpyridine-3-carboxylate